COC=1C=C(CN2CN(C3=CC=C(C=C3C2)NCC#C)C2CCOCC2)C=CC1OC 3-(3,4-dimethoxybenzyl)-6-(prop-2-yn-1-ylamino)-1-(tetrahydro-2H-pyran-4-yl)quinazoline